2-(phenylethynyl)-1,1-difluoro-1,5-hexadiene C1(=CC=CC=C1)C#CC(=C(F)F)CCC=C